1-(7-fluorobenzo[d][1,3]dioxol-5-yl)cyclopropanecarboxylic acid FC1=CC(=CC2=C1OCO2)C2(CC2)C(=O)O